NC(C(=O)O)CCC1=C(C=CC=C1)OCC 2-amino-4-(2-ethoxyphenyl)butyric acid